N(N)C(C1=CC(=NC=C1C)NC(OC(C)(C)C)=O)=N tert-butyl (4-(hydrazinyl(imino)methyl)-5-methylpyridin-2-yl)carbamate